N1(CCCCCC1)CCNC(=S)NC=1C=C2C(=CC(=NC2=CC1)N1CCN(CC1)CC)C 1-(2-(azepan-1-yl)ethyl)-3-(2-(4-ethylpiperazin-1-yl)-4-methylquinolin-6-yl)thiourea